C1(CC1)C(C#CC=1C2=C(C(N(C1)C)=O)NC(=C2C(=O)OCC=2SC=CN2)C)(C)O thiazol-2-ylmethyl 4-(3-cyclopropyl-3-hydroxybut-1-ynyl)-2,6-dimethyl-7-oxo-1H-pyrrolo[2,3-c]pyridine-3-carboxylate